(-)-propanol C(CC)O